ls-4-Methylbenzenesulfonate CC1=CC=C(C=C1)S(=O)(=O)[O-]